C(C)(C)OC(C(C)(C)NP(=O)(OC1=CC=CC=C1)CC1=CC2=C(SC(=C2)C(=O)O)C=C1)=O 5-((((1-isopropoxy-2-methyl-1-oxopropan-2-yl)amino)(phenoxy)phosphoryl)methyl)benzo[b]thiophene-2-carboxylic acid